ethyl (2-(3-(tert-butyl)phenyl)-3-(phenylthio)-1H-pyrrolo[2,3-c]pyridin-5-yl)glycinate C(C)(C)(C)C=1C=C(C=CC1)C1=C(C=2C(=CN=C(C2)NCC(=O)OCC)N1)SC1=CC=CC=C1